(3,5-diphenyl-benzene) phenylcarbamate C1(=CC=CC=C1)NC(O)=O.C1(=CC=CC=C1)C=1C=CC=C(C1)C1=CC=CC=C1